ethan-1-one oxalate C(C(=O)O)(=O)O.C(C)=O